8-fluoro-2-(((2r,7as)-2-fluoro-hexahydro-1H-pyrrolizin-7a-yl)methoxy)pyrido[4,3-d]Pyrimidine FC1=CN=CC2=C1N=C(N=C2)OC[C@]21CCCN1C[C@@H](C2)F